6-chloro-N-[(2,4-dimethoxyphenyl)methyl]-3-[2-(dimethylamino)ethoxy]pyridazin-4-amine ClC1=CC(=C(N=N1)OCCN(C)C)NCC1=C(C=C(C=C1)OC)OC